(E)-N-allyl-1-phenyl-methanimine C(C=C)/N=C/C1=CC=CC=C1